ethyl 4-(2,6-difluorobenzamido)-1-(5-(6-ethoxy-1H-pyrazolo[3',4':3,4]pyrazolo[1,5-a]pyridin-4-yl)pyridin-2-yl)piperidine-4-carboxylate FC1=C(C(=O)NC2(CCN(CC2)C2=NC=C(C=C2)C=2C=3N(C=C(C2)OCC)N=C2C3C=NN2)C(=O)OCC)C(=CC=C1)F